(R)-tert-butyl 3-(3-bromo-1H-pyrazolo[4,3-c]pyridin-1-yl)pyrrolidine-1-carboxylate BrC1=NN(C2=C1C=NC=C2)[C@H]2CN(CC2)C(=O)OC(C)(C)C